C(C1=CC=CC=C1)C=1OC=2N=C3N(C(C2N1)=O)CCCC3 2-benzyl-5,6,7,8-tetrahydro-10H-oxazolo[5,4-D]pyrido[1,2-a]pyrimidine-10-one